C(C)OC[C@H](C(=O)O)N1CCN(CC1)C (R)-3-ethoxy-2-(4-methylpiperazin-1-yl)propionic acid